5-[4-(4-hydroxy-4-methyl-pent-2-ynyloxy)-1-piperidinyl]-N-methyl-7-(trifluoromethyl)thieno[3,2-b]pyridine-3-carboxamide OC(C#CCOC1CCN(CC1)C1=CC(=C2C(=N1)C(=CS2)C(=O)NC)C(F)(F)F)(C)C